NC1=NC(=C(C=2N1C(N(N2)C[C@H]2N(CCC2)C)=O)Br)C2=CC=CC=C2 (S)-5-amino-8-bromo-2-((1-methylpyrrolidin-2-yl)methyl)-7-phenyl-[1,2,4]triazolo[4,3-c]pyrimidin-3(2H)-one